C(C1=CC=CC=C1)[C@@H]1N=C(OC1)C1=NC2=CC=CC=C2N=C1 (S)-4-benzyl-2-(quinoxalin-2-yl)-4,5-dihydro-oxazole